4-{1-[3-(but-3-en-2-yloxy)-4-methoxyphenyl]vinyl}-2,6-dimethoxypyridine CC(C=C)OC=1C=C(C=CC1OC)C(=C)C1=CC(=NC(=C1)OC)OC